2,2-difluoro-N-((2S,3R)-2-(2-methoxypyridin-4-yl)-1-(1-(1-methyl-6-oxo-1,6-dihydropyridin-3-yl)-1H-indazol-5-yl)-5-oxopyrrolidin-3-yl)propanamide FC(C(=O)N[C@H]1[C@@H](N(C(C1)=O)C=1C=C2C=NN(C2=CC1)C1=CN(C(C=C1)=O)C)C1=CC(=NC=C1)OC)(C)F